CC(CC=C(C(=O)[O-])C)OC(NCC(CC(CCNC(OC(CC=C(C(=O)[O-])C)C)=O)C)(C)C)=O 2,7,7,9,15-pentamethyl-4,13-dioxo-3,14-dioxa-5,12-diazahexadecane-1,16-diylbis(2-methylacrylate)